propane bis(decanoate) C(CCCCCCCCC)(=O)O.C(CCCCCCCCC)(=O)O.CCC